OC1=CC=C2NC=C(CC(N([2H])[2H])([2H])[2H])C2=C1 5-Hydroxytryptamine-d4